tert-butyl {(1R)-2-(methylamino)-1-[4-(4-methyl-1,3-thiazol-5-yl)phenyl]ethyl}carbamate CNC[C@@H](C1=CC=C(C=C1)C1=C(N=CS1)C)NC(OC(C)(C)C)=O